FC1(CN(CC(C1=O)F)C(=O)OC(C)(C)C)C tert-butyl 3,5-difluoro-3-methyl-4-oxopiperidine-1-carboxylate